FC1(CC=2C3=C(C(NC2C(C1)(C)OC)=O)SC(=C3)C=3C=NN(C3)COCC[Si](C)(C)C)F 8,8-difluoro-6-methoxy-6-methyl-2-(1-((2-(trimethylsilyl)ethoxy)methyl)-1H-pyrazol-4-yl)-6,7,8,9-tetrahydrothieno[2,3-c]quinolin-4(5H)-one